2-[2-(Pyridin-3-ylmethoxy)ethoxy]ethyl 4-[2-(4-fluorophenyl)-4-oxo-1,3-thiazolidin-3-yl]-3-methylbenzoate FC1=CC=C(C=C1)C1SCC(N1C1=C(C=C(C(=O)OCCOCCOCC=2C=NC=CC2)C=C1)C)=O